C(C)O[Si](CCCC(C(=O)[O-])CC(=O)[O-])(OCC)OCC 3-triethoxysilylpropylsuccinate